C(=O)O.NCCNC(=O)N1CCN(CC1)C(C1=C(C=C(C=C1)NC=1C=2N(C=CN1)C(=CN2)C=2C(=NN(C2)CCOC)C(F)(F)F)Cl)=O N-(2-aminoethyl)-4-[2-chloro-4-[[3-[1-(2-methoxyethyl)-3-(trifluoromethyl)pyrazol-4-yl]imidazo[1,2-a]pyrazin-8-yl]amino]benzoyl]piperazine-1-carboxamide formate